BrC1=NC=CC=C1OB(O)O (2-bromopyridin-3-yl)boric acid